ClC1=C(C=CC=C1)[C@@H](C)OC(=O)NC=1C(=NOC1C1=CC=C(O[C@@H]2C[C@H](CCC2)C(=O)O)C=C1)C (1S,3S)-3-(4-(4-((((R)-1-(2-chlorophenyl)ethoxy)carbonyl)amino)-3-methylisoxazol-5-yl)phenoxy)cyclohexane-1-carboxylic acid